BrC(C(=O)OCC(COC(C(C)(C)Br)=O)(COC(C(C)(C)Br)=O)COC(C(C)(C)Br)=O)(C)C Pentaerythritol tetrakis(2-bromoisobutyrate)